OC=1[C@](OC(C1O)=O)([C@H](CO)O)[2H] vitamin C-d